ClC1=C(C=C(C=C1)NC1=C2CCN(CC2=CC=C1)C1CCS(CC1)(=O)=O)C=1NC(=CN1)C1=CC=CC=C1 4-(5-{[4-chloro-3-(5-phenyl-1H-imidazol-2-yl)phenyl]amino}-1,2,3,4-tetrahydroisoquinolin-2-yl)-thiane-1,1-dione